C(CCCCCCCCCCCCCCC)(=O)OC[C@@H](OC(CCCC=O)=O)COP(=O)([O-])OCC[N+](C)(C)C 1-palmitoyl-2-(5'-oxo-valeroyl)-sn-glycero-3-phosphocholine